N-(5,5-difluoropiperidin-3-yl)-2-methyl-5-(pyridin-2-ylmethoxy)pyrazolo[1,5-a]pyridine-3-carboxamide FC1(CC(CNC1)NC(=O)C=1C(=NN2C1C=C(C=C2)OCC2=NC=CC=C2)C)F